CS(=O)(=O)NC1=CC=C(C(=O)N2CCC3(C(C3)CNC(=O)C3=CC=4C(=CN=CC4)O3)CC2)C=C1 N-[[6-[4-(methanesulfonamido)benzoyl]-6-azaspiro[2.5]octan-2-yl]methyl]furo[2,3-c]pyridine-2-carboxamide